FC1=C(C=C(C=C1)[N+](=O)[O-])NC(CCC1=CC=CC=C1)=O N-(2-fluoro-5-nitrophenyl)-3-phenylpropanamide